O([Si](C)(C)C(C)(C)C)CC(O)C=1C=NC(=C(C1)C(F)(F)F)OC 2-(tert-Butyldimethylsiloxy)-1-(6-methoxy-5-(trifluoromethyl)pyridin-3-yl)ethan-1-ol